O[C@@H](CCCCCCCCC(=O)O)CCCCCCO (S)-10,16-dihydroxyhexadecanoic acid